4-(2,3-Dihydro-1H-inden-5-yl)-5-methyl-N2-(4-(4-methylpiperazin-1-yl)phenyl)-pyrimidine-2,4-diamine C1CCC2=CC(=CC=C12)C1(NC(=NC=C1C)NC1=CC=C(C=C1)N1CCN(CC1)C)N